(5-difluoromethoxy-1-methyl-3-trifluoromethyl-1H-pyrazol-4-ylmethyl)-isothiourea hydrobromide Br.FC(OC1=C(C(=NN1C)C(F)(F)F)CNC(S)=N)F